2-[3-(5-chloro-2,4-difluoro-phenyl)-1H-pyrazol-4-yl]-7-[1-(5,6,7,8-tetrahydro-1,6-naphthyridin-3-ylmethyl)triazol-4-yl]-1,5-naphthyridine ClC=1C(=CC(=C(C1)C1=NNC=C1C1=NC2=CC(=CN=C2C=C1)C=1N=NN(C1)CC=1C=NC=2CCNCC2C1)F)F